C(C)(C)(C)C=1N=C(C2=C(N1)N(N=N2)CC2=NON=C2C)N2C[C@@H](CC2)S (3R)-1-{5-tert-butyl-3-[(4-methyl-1,2,5-Oxadiazol-3-yl)methyl]-3H-[1,2,3]Triazolo[4,5-d]Pyrimidin-7-yl}pyrrolidine-3-thiol